2-azaspiro[3.5]nonan-7-one trifluoroacetate FC(C(=O)O)(F)F.C1NCC12CCC(CC2)=O